2-(difluoromethoxy)-N-((5-(2-methoxyphenyl)-1H-pyrazol-3-yl)sulfonyl)benzamide FC(OC1=C(C(=O)NS(=O)(=O)C2=NNC(=C2)C2=C(C=CC=C2)OC)C=CC=C1)F